N'-(cyclohexane-1,3-diylbis(methylene))bis(3-(triethoxysilyl)-N-(3-(triethoxysilyl)propyl)propan-1-amine) C1(CC(CCC1)CC(CC[Si](OCC)(OCC)OCC)NCCC[Si](OCC)(OCC)OCC)CC(CC[Si](OCC)(OCC)OCC)NCCC[Si](OCC)(OCC)OCC